Carbon ammonia nitrogen [N].N.[C]